8-(trifluoromethyl)-2,3-dihydrobenzo[f][1,4]thiazepine-4(5H)-carbonyl chloride FC(C1=CC2=C(CN(CCS2)C(=O)Cl)C=C1)(F)F